C(\C(\C)=C/C(=O)[O-])(=O)[O-].[Pb+2] lead (II) citraconate